BrC1=C(C=C(N)C=C1OC)F 4-bromo-3-fluoro-5-methoxyaniline